ClC1=CC=C(CN(C(=O)N2[C@H]3[C@H](N(C[C@@H]2CC3)C(N(C3=CC=CC=C3)C3=CC=CC=C3)=O)C(=O)O)CC3CC3)C=C1 (1R,2S,5S)-8-((4-chlorobenzyl)(cyclopropylmethyl)carbamoyl)-3-(diphenylcarbamoyl)-3,8-diazabicyclo[3.2.1]octane-2-carboxylic acid